(S)-2-(2-(2-((4-chloro-2-fluorobenzyl)oxy)-5,8-dihydro-1,7-naphthyridin-7(6H)-yl)ethyl)-3-(oxetan-2-ylmethyl)-3H-imidazo[4,5-b]pyridine-5-carboxylic acid ClC1=CC(=C(COC2=NC=3CN(CCC3C=C2)CCC2=NC=3C(=NC(=CC3)C(=O)O)N2C[C@H]2OCC2)C=C1)F